(E)-but-1,3-dien-1-yl 4-methylbenzenesulfonate CC1=CC=C(C=C1)S(=O)(=O)O\C=C\C=C